{3-[(5-hydroxypentyl)oxy]propyl}carbamic acid tert-butyl ester C(C)(C)(C)OC(NCCCOCCCCCO)=O